COC(=O)C=1C=[N+](C=CC1C(=O)OC)[O-] 3,4-bis(methoxycarbonyl)pyridine-1-oxide